(R)-N'-((1,2,3,5,6,7-hexahydro-s-indacen-4-yl)carbamoyl)-6-isopropylpyridine-3-sulfonimidamide C1CCC2=C(C=3CCCC3C=C12)NC(=O)N=[S@](=O)(N)C=1C=NC(=CC1)C(C)C